C(O)CN.[Cu].N1=CC=CC=C1 pyridine copper ethanolamine salt